ClC1=C(C=C(C=C1)F)C=1N(N=C2C=CC=C(C12)N)CC1=CC=C(C=C1)OC 3-(2-Chloro-5-fluorophenyl)-2-(4-methoxybenzyl)-2H-indazol-4-amine